tetrazole potassium salt [K].N1N=NN=C1